ClC1=C2C(=NC=C1OC=1C=NN3C1C(=NC=C3)Cl)N=C(N2C)NC2=CC(=C(C=C2)CN2CC(CC2)(F)F)C(F)(F)F 7-chloro-6-((4-chloropyrazolo[1,5-a]pyrazin-3-yl)oxy)-N-(4-((3,3-difluoropyrrolidin-1-yl)methyl)-3-(trifluoromethyl)phenyl)-1-methyl-1H-imidazo[4,5-b]pyridin-2-amine